OC=1C=C2CC[C@@H]([C@@H](C2=CC1)C1=CC=C(C=C1)N1CCN(CC1)CCCC(=O)N1CCN(CC1)C1=CC=C(C=C1)N1C(NC(CC1)=O)=O)C1=CC=CC=C1 1-(4-(4-(4-(4-(4-((1R,2S)-6-hydroxy-2-phenyl-1,2,3,4-tetrahydronaphthalen-1-yl)phenyl)piperazin-1-yl)butanoyl)piperazin-1-yl)phenyl)dihydropyrimidine-2,4(1H,3H)-dione